(4aR,8aS)-6-(3-(4-propylphenyl)azetidine-1-carbonyl)hexahydro-2H-pyrido[4,3-b][1,4]oxazin-3(4H)-one C(CC)C1=CC=C(C=C1)C1CN(C1)C(=O)N1C[C@@H]2[C@@H](OCC(N2)=O)CC1